3-hydroxy-1-[4-[5-(trifluoromethyl)pyrimidin-2-yl]piperazin-1-yl]propan-1-one ethyl-2,3-dihydroxy-α-cyanocinnamate C(C)OC(C(=CC1=C(C(=CC=C1)O)O)C#N)=O.OCCC(=O)N1CCN(CC1)C1=NC=C(C=N1)C(F)(F)F